cyclohexane-1,2,3-tricarboxylic acid C1(C(C(CCC1)C(=O)O)C(=O)O)C(=O)O